2,4-dihydroxy-7-methoxy-2H-1,4-benzoxazin-3(4H)-one OC1OC2=C(N(C1=O)O)C=CC(=C2)OC